C(C1=CC=CC=C1)OC1=NOC(=C1)C(C(=O)OC)C(C)C methyl 2-(3-(benzyloxy) isoxazol-5-yl)-3-methylbutanoate